FC1=C(C=CC(=C1)C(F)(F)F)C1(CC1)C(=O)NC=1C=CC(=C(C(=O)O)C1)C=1C=NN(C1)CC(F)(F)F 5-[({1-[2-Fluoro-4-(trifluoromethyl)phenyl]cyclopropyl}carbonyl)amino]-2-[1-(2,2,2-trifluoroethyl)-1H-pyrazol-4-yl]benzoic acid